5-cyanobenzamide C(#N)C=1C=CC=C(C(=O)N)C1